C(C)O[C@H]1C(CCC1)=O |r| (rac)-2-ethoxycyclopentan-1-one